CC=1N=C2N(N=C(C=C2C)C=2N=C3N(C(C2)=O)C=C(S3)C3C[C@H]2CNC[C@@H](C3)O2)C1 |r| 7-(2,8-dimethylimidazo[1,2-b]pyridazin-6-yl)-2-[rac-(1R,5S)-9-oxa-3-azabicyclo[3.3.1]nonan-7-yl]thiazolo[3,2-a]pyrimidin-5-one